COC(=O)C1CSCC1.C(C)OC(C(COS(=O)(=O)ON1[C@@H]2CC[C@H](N(C1=O)C2)C(=O)N)(C)C)=O ((2S,5R)-6-(((3-ethoxy-2,2-dimethyl-3-oxopropoxy)sulfonyl)oxy)-7-oxo-1,6-diazabicyclo[3.2.1]octane-2-carboxamide) methyltetrahydrothiophene-3-carboxylate